C(C1=CC=CC=C1)N1CC=2C(N(C=3N(C2CC1)C=CN3)CC3=CC=C(C=C3)C(F)(F)F)=O 7-benzyl-4-(4-trifluoromethylbenzyl)-6,7,8,9-tetrahydroimidazo[1,2-a]pyrido[3,4-e]pyrimidine-5(4H)-one